BrC1=CC=C(C=C1)C(C)(C)C=1N=C(SC1)NC(=O)NCCCN1CCOCC1 1-(4-(2-(4-bromophenyl)-propan-2-yl)thiazol-2-yl)-3-(3-morpholinopropyl)-urea